methyl 6-(3-hydroxy-4-methoxyphenyl)quinoline-4-carboxylate OC=1C=C(C=CC1OC)C=1C=C2C(=CC=NC2=CC1)C(=O)OC